P(=O)(O)(O)F.P(=O)(O)(O)F.P(=O)(O)(O)F.P(=O)(O)(O)F.N1C=NC=C1 imidazole tetrafluorophosphate